tert-butyl (5-cyclopropyl-1-(pyridin-3-yl)-1H-pyrazol-4-yl)carbamate C1(CC1)C1=C(C=NN1C=1C=NC=CC1)NC(OC(C)(C)C)=O